(R)-2-methyl-N-((R)-1-(3-(pentafluorosulfanyl)phenyl)ethyl)propane-2-sulfinamide CC(C)(C)[S@@](=O)N[C@H](C)C1=CC(=CC=C1)S(F)(F)(F)(F)F